C1(=CC=CC=C1)[P](C1=CC=C(C=C1)C1=CC=CC=C1)=O phenyl-(4-phenylphenyl)phosphorus oxide